3-(4-pyridyl)-L-alanine N1=CC=C(C=C1)C[C@H](N)C(=O)O